2,3-dichloro-N-(4-chlorobenzyl)maleimide ClC=1C(=O)N(C(C1Cl)=O)CC1=CC=C(C=C1)Cl